(R)-3-((4-(3-aminopiperidin-1-yl)-3-(but-2-yn-1-yl)-2,6-dioxo-3,6-dihydropyrimidin-1(2H)-yl)methyl)-N-(thiophen-2-ylmethyl)benzamide N[C@H]1CN(CCC1)C=1N(C(N(C(C1)=O)CC=1C=C(C(=O)NCC=2SC=CC2)C=CC1)=O)CC#CC